2,2,2-trifluoro-1-(4'-(methylsulfonyl)biphenyl-4-yl)ethanone FC(C(=O)C1=CC=C(C=C1)C1=CC=C(C=C1)S(=O)(=O)C)(F)F